C(#N)C1=CC=C(C=C1)C1CCN(CC1)C(=O)C=1C(=CC(=C(C1)C=1NC(=CN1)C(=O)N(C)C)C)C 2-(5-(4-(4-cyanophenyl)piperidine-1-carbonyl)-2,4-dimethylphenyl)-N,N-dimethyl-1H-imidazole-5-carboxamide